[Cl-].[Zr+4].[Cl-].[Cl-].[Cl-] zirconium chloride salt